[Si](C1=CC=CC=C1)(C1=CC=CC=C1)(C(C)(C)C)OC1(CCC1)CN (1-((tert-butyldiphenylsilyl)oxy)cyclobutyl)methylamine